N-ETHYL-2-(3-FORMYLPHENOXY)PROPANAMIDE C(C)NC(C(C)OC1=CC(=CC=C1)C=O)=O